2-(4-nitro-1H-pyrazol-3-yl)pyrazine [N+](=O)([O-])C=1C(=NNC1)C1=NC=CN=C1